2-((8-methoxy-6-oxo-6H-benzo[c]benzopyran-3-yl)oxy)-N-(pyrazin-2-ylmethyl)acetamide COC=1C=CC2=C(C(OC3=C2C=CC(=C3)OCC(=O)NCC3=NC=CN=C3)=O)C1